Phenyl-2-acryloyloxy-5-methylbenzoate C1(=CC=CC=C1)OC(C1=C(C=CC(=C1)C)OC(C=C)=O)=O